tert-butyl 4-((R)-2'-(((S)-1-methylpyrrolidin-2-yl)methoxy)-3,4,5',8'-tetrahydro-1H,6'H-spiro[naphthalene-2,7'-quinazolin]-4'-yl)piperazine-1-carboxylate CN1[C@@H](CCC1)COC1=NC=2C[C@]3(CCC2C(=N1)N1CCN(CC1)C(=O)OC(C)(C)C)CC1=CC=CC=C1CC3